C(CCCCCCC)C1=CC=C(C=C1)O mono-octyl-phenol